methyl (8S)-7-[2-(4-bromophenyl)acetyl]-1,4-dioxa-7-azaspiro[4.4]nonane-8-carboxylate BrC1=CC=C(C=C1)CC(=O)N1CC2(OCCO2)C[C@H]1C(=O)OC